CC(C(=O)N1C(C(C(CC1)C(F)(F)F)C1=NN(C(=C1C)SCC1=CC=C(C=C1)C(N)=N)C(=O)C=1N=CSC1)=O)(C)C 4-[({3-[1-(2,2-dimethylpropanoyl)-2-oxo-4-(trifluoromethyl)piperidin-3-yl]-4-methyl-1-(1,3-thiazole-4-carbonyl)-1H-pyrazol-5-yl}sulfanyl)methyl]benzene-1-carboximidamide